FC=1C(=C(C=CC1F)[C@H]1[C@@H](O[C@]([C@H]1C)(C(F)(F)F)C)C(=O)N)OCCOC (2R,3S,4S,5R)-3-(3,4-difluoro-2-(2-methoxyethoxy)phenyl)-4,5-dimethyl-5-(trifluoromethyl)tetrahydrofuran-2-carboxamide